2-(3-methylcyclohex-2-en-1-yl)-5-pentyl-benzene-1,3-diol CC1=CC(CCC1)C1=C(C=C(C=C1O)CCCCC)O